(2S,5R)-2-(1-(4-bromophenyl)-3-(5-Chloropyridin-2-yl)-1H-pyrazol-4-yl)-5-methyl-3-(2-(2-oxoindolin-5-yl)ethyl)oxazole BrC1=CC=C(C=C1)N1N=C(C(=C1)[C@@H]1OC(=CN1CCC=1C=C2CC(NC2=CC1)=O)C)C1=NC=C(C=C1)Cl